C(C)(C)(C)OC(NC1CCC2=C(C=C(S2)Cl)C1)=O.C(C)C=1C(=C(C=CC1)C1=NN=NC=C1OCOCC)CC bis-ethyl-ethoxymethoxyphenyl-triazine tert-butyl-N-(2-chloro-4,5,6,7-tetrahydrobenzothiophen-5-yl)carbamate